barium margarate C(CCCCCCCCCCCCCCCC)(=O)[O-].[Ba+2].C(CCCCCCCCCCCCCCCC)(=O)[O-]